2-[2-(2,2-difluoroethoxy)phenyl]-6-methyl-3-oxo-N-[6-(1,1,3,3-tetrafluoro-2-hydroxypropan-2-yl)pyridin-3-yl]-2,3-dihydropyridazine-4-carboxamide FC(COC1=C(C=CC=C1)N1N=C(C=C(C1=O)C(=O)NC=1C=NC(=CC1)C(C(F)F)(C(F)F)O)C)F